Ethyl Difluoroacetat FC(C(=O)OCC)F